N-[3-Methyl-5-(4-methyl-6-trifluoromethyl-pyridin-3-yloxy)-3H-imidazo[4,5-b]pyridin-7-yl]-pyrimidine-4,6-diamine CN1C=NC=2C1=NC(=CC2NC2=NC=NC(=C2)N)OC=2C=NC(=CC2C)C(F)(F)F